CN1CCN(CC12CCN(C(CC2)=O)CC(=O)O)C(=O)C=2C=NN(C2)C2=CC=CC=C2 2-(1-methyl-10-oxo-4-(1-phenyl-1H-pyrazole-4-carbonyl)-1,4,9-triaza-spiro[5.6]dodecan-9-yl)-acetic acid